2-(4-((pyridine-3-ylmethyl)amino)quinazoline-2-yl)phenol N1=CC(=CC=C1)CNC1=NC(=NC2=CC=CC=C12)C1=C(C=CC=C1)O